5-(4-Methylpiperazin-1-yl)-N-phenethyl-1H-benzo[d]imidazole-1-carboxamide CN1CCN(CC1)C1=CC2=C(N(C=N2)C(=O)NCCC2=CC=CC=C2)C=C1